C(C)(C)(C)N1CC=C(C=C1)NC(CC1=C(C=CC(=C1)O)Cl)=O N-tert.-Butyl-4-[[2-(2-chloro-5-hydroxyphenyl)acetyl]amino]pyridin